3-Methoxy-N-methyl-2-nitroaniline COC=1C(=C(NC)C=CC1)[N+](=O)[O-]